(4-chloro-3-nitro-phenoxy)acetic acid methyl ester COC(COC1=CC(=C(C=C1)Cl)[N+](=O)[O-])=O